[O-]CC.[O-]CC.[O-]CC.[La+3] lanthanum triethoxide